Sodium Bis(Fluorosulfonyl)Imide [N-](S(=O)(=O)F)S(=O)(=O)F.[Na+]